The molecule is a sulfonamide that is benzenesulfonamide substituted by an acetylamino group at position 4 and a 4,6-dimethoxy-pyrimidin-2-yl group at the nitrogen atom. It is a metabolite of the sulfonamide antibiotic sulfadimethoxine. It has a role as a marine xenobiotic metabolite. It is a sulfonamide, a member of acetamides and a member of pyrimidines. CC(=O)NC1=CC=C(C=C1)S(=O)(=O)NC2=NC(=CC(=N2)OC)OC